N-[(7S)-4-Fluorobicyclo[4.2.0]octa-1,3,5-trien-7-yl]-N'-hydroxy-4-{2-[(3S)-3-hydroxypyrrolidin-1-yl]-2-oxoethoxy}-1,2,5-oxadiazol-3-carboximidamid FC1=CC=C2C[C@@H](C2=C1)NC(=NO)C1=NON=C1OCC(=O)N1C[C@H](CC1)O